C(C)N1C(\C(\C2=CC=CC=C12)=C(\C1=CC=CC=C1)/NC1=CC=C(C=C1)N(S(=O)(=O)C)CCNC)=O (Z)-N-ethyl-3-(((4-(N-(2-(methylamino)ethyl)methylsulfonamido)phenyl)amino)(phenyl)methylene)-2-oxoindoline